N-((3R,5R)-1-(cyclopropylmethyl)-5-fluoropiperidin-3-yl)-4-(4-methoxyphenyl)phthalazin-1-amine C1(CC1)CN1C[C@@H](C[C@H](C1)F)NC1=NN=C(C2=CC=CC=C12)C1=CC=C(C=C1)OC